N1C=NC2=C1C=CC(=C2)N2C([C@H]([C@H]2C2=C(C=C(C=C2F)N2CCC(CC2)(F)F)F)C)=O (3S,4S)-1-(1H-benzo[d]imidazol-5-yl)-4-(4-(4,4-difluoropiperidin-1-yl)-2,6-difluorophenyl)-3-methylazetidin-2-one